methyl (R)-2-((4-methoxyphenyl)ethynyl)-4-oxochromane-2-carboxylate COC1=CC=C(C=C1)C#C[C@@]1(OC2=CC=CC=C2C(C1)=O)C(=O)OC